L-cysteine monohydrochloride Cl.N[C@@H](CS)C(=O)O